2-[2-(dimethylamino)ethoxy]-6-(trifluoromethyl)pyridine-3-carboxylic acid hydrochloride Cl.CN(CCOC1=NC(=CC=C1C(=O)O)C(F)(F)F)C